2-[[5-(3-Bromo-4-methylphenyl)-2-furanyl]methylene]-1H-indene-1,3(2H)-dione BrC=1C=C(C=CC1C)C1=CC=C(O1)C=C1C(C2=CC=CC=C2C1=O)=O